2-p-chlorophenyl-4-bromo-5-(trifluoromethyl)pyrrole-3-carbonitrile ClC1=CC=C(C=C1)C=1NC(=C(C1C#N)Br)C(F)(F)F